C(#N)C(NC(OCC1=CC=CC=C1)=O)C1(CC1)C(F)(F)F benzyl N-[cyano-[1-(trifluoromethyl)cyclopropyl]methyl]carbamate